C1(=CC=CC=C1)N(C1=CC=C(C=C1)C=1C2=CC=CC=C2C(=C2C=CC=CC12)C1=CC=C(C=C1)N(C1=CC=CC=C1)C1=CC=CC=C1)C1=CC=CC=C1 9,10-bis(4-diphenylamino-phenyl)anthracene